C1N(CCC2=CC=CC=C12)C[C@H](CNC(=O)C1=NC=NC(=C1)NC1CCN(CC1)C(=O)C12CC3(CC(CC(C1)C3)C2)O)O N-((S)-3-(3,4-dihydroisoquinolin-2(1H)-yl)-2-hydroxypropyl)-6-((1-(3-hydroxyadamantane-1-carbonyl)piperidin-4-yl)amino)pyrimidine-4-carboxamide